N-[4-(5-trifluoromethyl-[1,2,4]oxadiazol-3-yl)-benzyl]-oxamic acid ethyl ester C(C)OC(C(=O)NCC1=CC=C(C=C1)C1=NOC(=N1)C(F)(F)F)=O